4-(7-hydroxy-1-naphthalenyl)-7,7-dimethyl-2-(2-(2-propenoyl)-2,6-diazaspiro[3.4]octan-6-yl)-7,8-dihydro-5H-pyrano[4,3-b]pyridine-3-carbonitrile OC1=CC=C2C=CC=C(C2=C1)C1=C2C(=NC(=C1C#N)N1CC3(CN(C3)C(C=C)=O)CC1)CC(OC2)(C)C